C1(CC1)C1=NC(=CC(=C1)C=1C=2N(C(=NC1C=1OC=CN1)N)N=C(N2)CC2=C(C=CC=C2F)F)C 8-(2-cyclopropyl-6-methylpyridin-4-yl)-2-(2,6-difluorobenzyl)-7-(oxazol-2-yl)-[1,2,4]triazolo[1,5-c]pyrimidin-5-amine